(S)-2-(5-(8-((S)-pyrrolidin-2-yl)isochroman-6-yl)-1H-pyrrolo[2,3-b]pyridin-3-yl)propanenitrile N1[C@@H](CCC1)C=1C=C(C=C2CCOCC12)C=1C=C2C(=NC1)NC=C2[C@@H](C#N)C